5-chloro-4-methoxytricyclo[6.2.2.02,7]dodeca-2,4,6-triene-3-carboxylic acid ClC1=C(C(=C2C3CCC(C2=C1)CC3)C(=O)O)OC